tert-butyl (S)-(1-(2-bromo-4-chlorophenyl)piperidin-3-yl)carbamate BrC1=C(C=CC(=C1)Cl)N1C[C@H](CCC1)NC(OC(C)(C)C)=O